CC1=CC=CC=[N+]1[O-] 6-methylpyridin 1-oxide